[N+](=O)([O-])C=1C=C2C(=NC1)N(C=C2)C2COC2 5-nitro-1-(oxetan-3-yl)-1H-pyrrolo[2,3-b]pyridine